2,2,2-trifluoroethyl 4-fluoro-2-((4-oxopyrido[4,3-d]pyrimidin-3(4H)-yl)methyl)benzofuran-7-carboxylate FC1=CC=C(C2=C1C=C(O2)CN2C=NC1=C(C2=O)C=NC=C1)C(=O)OCC(F)(F)F